C(C)(=O)NC[C@H](C)C1=CC=C(C=C1)NC1=NC=NC2=CC(=C(C=C12)OCCCN(CCCC)CCCC)OC (R)-4-[4-(2-acetamido-1-methylethyl)phenylamino]-7-methoxy-6-(3-(dibutylamino)propoxy)quinazoline